4-((4-((2-hydroxy-4-((4-hydroxy-2-methoxy-6-methylbenzoyl)oxy)-5,6-dimethyl-3-(trifluoromethyl)benzoyl)oxy)-2,3,6-trimethylbenzoyl)oxy)-2,3,5,6-tetramethylbenzoic acid OC1=C(C(=O)OC2=C(C(=C(C(=O)OC3=C(C(=C(C(=O)O)C(=C3C)C)C)C)C(=C2)C)C)C)C(=C(C(=C1C(F)(F)F)OC(C1=C(C=C(C=C1C)O)OC)=O)C)C